1-methyl-N-[(1s,4s)-4-{[2-(trifluoromethyl)imidazo[1,2-a]pyridin-5-yl]amino}cyclohexyl]-3-(trifluoromethyl)-1H-pyrazole-4-carboxamide CN1N=C(C(=C1)C(=O)NC1CCC(CC1)NC1=CC=CC=2N1C=C(N2)C(F)(F)F)C(F)(F)F